CC=1C=C2C(C=C(OC2=C(C1)C(C)NC1=C(C(=O)OC(C)(C)C)C=CC=C1)C1=CC=2N(C=C1)C(=C(N2)C)C=2C=NC=CC2)=O tert-Butyl 2-[1-[6-methyl-2-[2-methyl-3-(3-pyridyl)imidazo[1,2-a]pyridin-7-yl]-4-oxo-chromen-8-yl]ethylamino]benzoate